9-methyl-2,3,4,5,10,11-hexahydro-1H-pyrido[3',4':3,4]pyrazolo[1,5-a][1,4]diazepin-8(9H)-one CN1C(C2=NN3C(CNCCC3)=C2CC1)=O